FCC1CN(C1)C=1C=C2C(=CC=NC2=CC1)C(=O)O 6-(3-(fluoromethyl)-azetidin-1-yl)quinoline-4-carboxylic acid